C(#N)C=1C=NN2C1C(=CC(=C2)C=2N=NN(C2C)C2CCN(CC2)C(=O)OC(C)(C)C)O tert-butyl 4-[4-(3-cyano-4-hydroxy-pyrazolo[1,5-a]pyridin-6-yl)-5-methyl-triazol-1-yl]piperidine-1-carboxylate